(4aS,8aS)-4a-(3-chlorophenyl)hexahydro-2H-benzo[b][1,4]oxazin-3(4H)-one ClC=1C=C(C=CC1)[C@@]12[C@@H](OCC(N1)=O)CCCC2